CC(C(=O)O)(C(=O)O)C.COC(CC(=O)O)=O.COC(CC(=O)O)=O.C(CC(=O)O)(=O)O malonic acid monomethyl-malonate monomethyl-malonate dimethyl-malonate